Cl.ClC=1C=C2CCCN(C2=C(C1)C1=NC=NN2C1=CC(=C2)CN2C(C1C(C1C2=O)(C)C)=O)C2CNCC2 3-((4-(6-chloro-1-(pyrrolidin-3-yl)-1,2,3,4-tetrahydroquinolin-8-yl)pyrrolo[2,1-f][1,2,4]triazin-6-yl)methyl)-6,6-dimethyl-3-azabicyclo[3.1.0]hexane-2,4-dione hydrochloride